C(C)NC(CO)(CO)CO 2-(N-ethyl)amino-2-hydroxymethyl-1,3-propanediol